ClC1=C(C=CC=C1C(NC1CC1)=O)NC1=C(C=C(C(=O)N=C2NCCN2)C=C1)C1CC1 4-{[2-chloro-3-(cyclopropylcarbamoyl)phenyl]amino}-3-cyclopropyl-N-[(2Z)-imidazolidin-2-ylidene]benzamide